ClC=1C=C(C=C(C1C=1CCOCC1)Cl)NC(=O)C1N(CCC2=CC(=CC=C12)S(=O)(=O)OCC)C(=O)OC(C)(C)C tert-butyl 1-((3,5-dichloro-4-(3,6-dihydro-2H-pyran-4-yl) phenyl) carbamoyl)-6-(ethylsulfo)-3,4-dihydroisoquinoline-2(1H)-carboxylate